(4-fluorophenyl)-4-hydroxy-N-((1s,4S)-4-methylcyclohexyl)-1-(2-morpholinoethyl)-2-oxo-1,2-dihydroquinoline-3-carboxamide FC1=CC=C(C=C1)C1=C2C(=C(C(N(C2=CC=C1)CCN1CCOCC1)=O)C(=O)NC1CCC(CC1)C)O